CS(=O)(=O)O.N1=CC=CC=C1 Pyridine methanesulfonate salt